S(=O)(=O)(O)O.S1C=C(C=C1)NC(=O)C=1C=C2C=3CC(CCC3NC2=CC1)N(C)C (+)-N-(thien-3-yl)-3-(dimethyl)amino-1,2,3,4-tetrahydro-9H-carbazole-6-carboxamide sulfate